thienyl-hafnium S1C(=CC=C1)[Hf]